(2-([BENZYL(METHYL)AMINO]METHYL)PHENYL)BORANEDIOL C(C1=CC=CC=C1)N(C)CC1=C(C=CC=C1)B(O)O